CCCCC/C=C/C/C=C\CCCCCCCC(=O)OC[C@H](COP(=O)([O-])OCC[N+](C)(C)C)OC(=O)CCCCCCC/C=C\C=C\CCCCC 1-(9Z,12E-octadecadienoyl)-2-(9Z,11E-heptadecadienoyl)-sn-glycero-3-phosphocholine